6-Chloro-3-((2-chloropyrimidin-4-yl)methylene)-1,3-dihydro-2H-indol-2-one ClC1=CC=C2C(C(NC2=C1)=O)=CC1=NC(=NC=C1)Cl